(R)-(2-(benzofuran-3-yl)-1-(2-(8'-oxo-7',8'-dihydro-5'H-spiro[cyclopropane-1,6'-indolizine]-2'-yl)acetamido)ethyl)boronic acid O1C=C(C2=C1C=CC=C2)C[C@H](NC(CC=2C=C1C(CC3(CN1C2)CC3)=O)=O)B(O)O